C1(CC1)C=1OC(=CN1)C1(CC2(CN(C2)C(=O)OC(C)(C)C)C1)O tert-butyl 6-(2-cyclopropyloxazol-5-yl)-6-hydroxy-2-azaspiro[3.3]heptane-2-carboxylate